neopentyl bromobenzenesulfonate BrC1=C(C=CC=C1)S(=O)(=O)OCC(C)(C)C